FC1C(C(C(C1(F)F)(F)F)(F)F)F 1,2,3,3,4,4,5,5-octafluorocyclopentane